[Cl-].[Cl-].ClC=1C=C(C2=CC=CC=C2C1)C(=[Zr+2](C1=C(C(=CC=2C3=CC(=C(C=C3CC12)C)C(C)(C)C)C(C)(C)C)C)C1C=CC=C1)C1=CC(=CC2=CC=CC=C12)Cl di-(3-chloronaphthyl)methylene(cyclopentadienyl)(2,7-dimethyl-3,6-di-tert-butylfluorenyl)zirconium dichloride